OCC1=CC=C(C=C1)/C(=C\1/C(NC2=CC=C(C=C12)C(=O)OC)=O)/NC1=CC=C(C=C1)N(C(CN1CCN(CC1)C)=O)C Methyl (Z)-3-((4-(hydroxymethyl)phenyl)((4-(N-methyl-2-(4-methylpiperazin-1-yl)acetamido)phenyl)amino)methylene)-2-oxoindoline-5-carboxylate